C(CCC)O[Si](C1=C(C=CC=C1)C(=C)C)(OCCCC)OCCCC tributoxy(2-isopropenylphenyl)silane